tert-butyl (5-(2-amino-7-(dimethylcarbamoyl)-1H-benzo[d]imidazol-1-yl)hexyl)carbamate NC1=NC2=C(N1C(CCCCNC(OC(C)(C)C)=O)C)C(=CC=C2)C(N(C)C)=O